(2S)-1-methoxypropan-2-amine COC[C@H](C)N